C(C)(C)(C)OC(=O)N1C[C@H]2C([C@H]2C1)C(NC1(CC1)C(F)(F)F)=O (1R,5S,6r)-6-{[1-(trifluoromethyl)cyclopropyl]Carbamoyl}-3-azabicyclo[3.1.0]Hexane-3-Carboxylic acid tert-butyl ester